Tri(4-ethyl-3-hexyl)citrat C(C)C(C(CC)C(C(C(C(=O)[O-])(C(CC)C(CC)CC)C(CC)C(CC)CC)(O)C(=O)[O-])C(=O)[O-])CC